O=C1N[C@]2(CCN[C@H]2COC2CCC(CC2)C2=C(OCCCC(=O)O)C=CC=C2)COC1 |o1:3,7| 4-{2-[(1S,4s)-4-{[rel-(1R,5S)-7-oxo-9-oxa-2,6-diazaspiro[4.5]dec-1-yl]methoxy}cyclohexyl]phenoxy}butyric acid